C(C)OC(=O)[C@@H]1C(=C([C@H]1C1=CC=CC=C1)C1=CC2=CC=C(C=C2C=C1)OC)C1SCCCS1 Trans-2-(1,3-dithian-2-yl)-3-(6-methoxynaphthalen-2-yl)-4-phenylcyclobut-2-ene-1-carboxylic acid ethyl ester